1-(4-(4-(5-(2,5-dichlorophenyl)-4,5-dihydroisoxazol-3-yl)thiazol-2-yl)piperidin-1-yl)-2-((3-(methylthio)pyrazin-2-yl)oxy)ethan-1-one ClC1=C(C=C(C=C1)Cl)C1CC(=NO1)C=1N=C(SC1)C1CCN(CC1)C(COC1=NC=CN=C1SC)=O